2-(dimethylamino)-N-(6-oxo-6H-benzo[c]chromen-3-yl)acetamide CN(CC(=O)NC1=CC=C2C3=C(C(OC2=C1)=O)C=CC=C3)C